N-[2-(1H-indol-4-yl)ethyl]-4-[(4-nitrophenoxy)acetamido]benzamide N1C=CC2=C(C=CC=C12)CCNC(C1=CC=C(C=C1)NC(COC1=CC=C(C=C1)[N+](=O)[O-])=O)=O